N1N=CC(=C1)CNC(=O)NC1=CC=C(C=C1)S(=O)(=O)C1=C(C=CC=C1)C1=CC(=CC=C1)C#N 1-((1H-Pyrazol-4-yl)methyl)-3-(4-((3'-cyano-[1,1'-biphenyl]-2-yl)sulfonyl)phenyl)urea